(±)-tert-butyl (1S,2S,3S,4R)-2-hydroxy-3-(2-hydroxyethyl)-7-azabicyclo[2.2.1]heptane-7-carboxylate O[C@@H]1[C@@H]2CC[C@H]([C@@H]1CCO)N2C(=O)OC(C)(C)C |r|